benzyl 4-((tert-butylsulfinyl)amino)piperidine-1-carboxylate C(C)(C)(C)S(=O)NC1CCN(CC1)C(=O)OCC1=CC=CC=C1